N1=C(C=CC=C1)CC(=O)NC=1SC(=NN1)C1CN(CCC1)C=1C=NC(=CC1)NC(CC1=CC(=CC=C1)OC(F)(F)F)=O 2-(Pyridin-2-yl)-N-(5-(1-(6-(2-(3-(trifluoromethoxy)phenyl)acetamido)pyridin-3-yl)piperidin-3-yl)-1,3,4-thiadiazol-2-yl)acetamide